NC=1C(=C(C=C2C=C(N=CC12)NC1=NN2CC(NCCC2=C1)=O)C=1C(=C2C(=NC1)OCC[C@H]2O)C)F |r| (+/-)-2-((8-amino-7-fluoro-6-(4-hydroxy-5-methyl-3,4-dihydro-2H-pyrano[2,3-b]pyridin-6-yl)isoquinolin-3-yl)amino)-5,6-dihydro-4H-pyrazolo[1,5-d][1,4]diazepin-7(8H)-one